2-(3-(5-methylisoxazol-3-yl)-[1,2,4]triazolo[4,3-b]pyridazine-6-carboxamido)-7,8-dihydro-1,6-naphthyridine-6(5H)-carboxylic acid tert-butyl ester C(C)(C)(C)OC(=O)N1CC=2C=CC(=NC2CC1)NC(=O)C=1C=CC=2N(N1)C(=NN2)C2=NOC(=C2)C